4-morpholin-4-ylpiperidine-1-carboxylic acid [1-(3-benzenesulfonyl-1-propyl-allylcarbamoyl)-2-phenylethyl]-amide C1(=CC=CC=C1)S(=O)(=O)C=CC(CCC)NC(=O)C(CC1=CC=CC=C1)NC(=O)N1CCC(CC1)N1CCOCC1